FCC=1C=C(CC#N)C=C(C1CF)CF 3,4,5-trifluoromethyl-benzyl cyanide